3-bromo-4-(bromomethyl)-5-nitropyridine BrC=1C=NC=C(C1CBr)[N+](=O)[O-]